COC1O[C@@H]([C@H]2OC(O[C@H]21)(C)C)CNC(CCC(=O)OC)=O Methyl 4-[[(3aR,6R,6aR)-4-methoxy-2,2-dimethyl-3a,4,6,6a-tetrahydrofuro-[3,4-d][1,3]-dioxol-6-yl]methylamino]-4-oxo-butanoate